C(CCCC)OC(=O)N[C@@H](CC(C)C)C(=O)OC Methyl ((pentyloxy) carbonyl)-L-leucinate